O1CCN(CC1)CC1=CC=C(C=C1)NC=1N=CC2=C(N1)C(=CS2)C2=CCN(CC2)C(=O)[O-] 4-(2-(4-(morpholinomethyl) phenylamino) thieno[3,2-d]pyrimidin-7-yl)-5,6-dihydropyridin-1(2H)-carboxylate